(R)-8-((3S,5R)-4-acryloyl-3,5-dimethylpiperazin-1-yl)-11-(4-fluorophenyl)-3-morpholino-10-(trifluoromethyl)-3,4-dihydro-2H,6H-[1,4]thiazepino[2,3,4-ij]quinazolin-6-one C(C=C)(=O)N1[C@H](CN(C[C@H]1C)C1=NC(N2C3=C(C(=C(C=C13)C(F)(F)F)C1=CC=C(C=C1)F)SC[C@@H](C2)N2CCOCC2)=O)C